NC1=CC(=NC=C1)N1CC(C1)C#N (4-aminopyridin-2-yl)azetidine-3-carbonitrile